NC1=CC(=C(C=C1)C(=O)C1=CC(=CC=C1)N)O (4-amino-2-hydroxyphenyl)(3-aminophenyl)methanone